C1(CC1)COC=1C(=CC(=NC1)CO)C1=C(C=C(C=C1)Cl)Cl [5-(cyclopropylmethoxy)-4-(2,4-dichlorophenyl)-2-pyridinyl]methanol